C(C)(C)(C)OC(=O)N1C[C@H](CC1)N1C(N(C=2C1=NC=CC2)C2=CC=C(C=C2)C2=C(C=CC=C2)C(F)(F)F)=O (S)-3-(2-oxo-1-(2'-(trifluoromethyl)-[1,1'-biphenyl]-4-yl)-1,2-dihydro-3H-imidazo[4,5-b]pyridin-3-yl)pyrrolidine-1-carboxylic acid tert-butyl ester